C(CCC)(=O)C1=CC(=C(C=N1)C=1C(N(C2=CC(=NC=C2C1)NC(=O)C1CC1)CCO[Si](C)(C)C(C)(C)C)=O)C N-[3-(6-butanoyl-4-methylpyridin-3-yl)-1-{2-[(tert-butyldimethylsilyl)oxy]ethyl}-2-oxo-1,6-naphthyridin-7-yl]cyclopropanecarboxamide